OC(CCCC1(CC=CCC1)C=O)(C)C (4-hydroxy-4-methylpentyl)-3-cyclohexene-1-carbaldehyde